O1CCC(=CC1)C1=CC=2C(=NC=C(C2)C(=O)NC=2C(=NC=C(C2)NC(CN2[C@H](CCC2)C)=O)C)N1 (S)-2-(3,6-dihydro-2H-pyran-4-yl)-N-(2-methyl-5-(2-(2-methylpyrrolidin-1-yl)acetamido)pyridin-3-yl)-1H-pyrrolo[2,3-b]pyridine-5-carboxamide